P(O)(O)O.P(O)(O)O.C(CCCCCCCCCCCCCCCCC)C(O)(C(CO)(CO)CO)CCCCCCCCCCCCCCCCCC dioctadecylpentaerythritol Bisphosphite